5-[1-[5-(4-fluoro-2-hydroxy-phenyl)-furan-2-yl]-meth-(Z)-ylidene]-thiazolidine-2,4-dione FC1=CC(=C(C=C1)C1=CC=C(O1)\C=C/1\C(NC(S1)=O)=O)O